N-(2-methoxyethoxymethyl)-9-acridone COCCOCN1C=2C=CC=CC2C(C2=CC=CC=C12)=O